N-((2R,3S)-1-(5-((S)-1-acryloylazetidin-2-yl)-3-((2-(4-hydroxy-4-methylpiperidin-1-yl)pyrimidin-4-yl)amino)isoquinolin-8-yl)-2-methylazetidin-3-yl)-N-isopropylmethanesulfonamide C(C=C)(=O)N1[C@@H](CC1)C1=C2C=C(N=CC2=C(C=C1)N1[C@@H]([C@H](C1)N(S(=O)(=O)C)C(C)C)C)NC1=NC(=NC=C1)N1CCC(CC1)(C)O